[N+](=O)([O-])C1=CC=C(C=C1)CCC(=O)N1CCN(CC1)C(=O)OC(C)(C)C tert-butyl 4-[3-(4-nitrophenyl)propanoyl]piperazine-1-carboxylate